COC1=C(C(=O)[O-])C=C(C=C1)N1CCOCC1 2-methoxy-5-morpholin-4-ylbenzoate